CC(CC1=CC=C(C=C1)C(CO)C)C 2-[4-(2-methylpropyl)phenyl]propan-1-ol